N-[3-[2-(difluoromethoxy)-5-methylsulfanyl-phenyl]-1-[2-oxo-2-[4-(piperazin-1-ylmethyl)-1-piperidyl]ethyl]pyrazol-4-yl]pyrazolo[1,5-a]pyrimidine-3-carboxamide FC(OC1=C(C=C(C=C1)SC)C1=NN(C=C1NC(=O)C=1C=NN2C1N=CC=C2)CC(N2CCC(CC2)CN2CCNCC2)=O)F